C(C1=CC=CC=C1)OC1=C(C(=C(C=C1)C=1C(=NN(C1)CCOC)Cl)F)F 4-(4-benzyloxy-2,3-difluoro-phenyl)-3-chloro-1-(2-methoxyethyl)pyrazole